bis[2-(p-ethylphenoxy)ethyl]amine C(C)C1=CC=C(OCCNCCOC2=CC=C(C=C2)CC)C=C1